(E)-2-(2-(azetidin-3-yl)vinyl)-1,8-naphthyridine N1CC(C1)/C=C/C1=NC2=NC=CC=C2C=C1